(t-butoxycarbonyl)-L-glutamic acid dimethyl ester COC([C@@H](NC(=O)OC(C)(C)C)CCC(=O)OC)=O